ClC1=CC(=C(C=C1)COC1=NC=2CN(CCC2C=C1C(F)(F)F)CC1=NC2=C(N1C[C@H]1OCC1)C=CC(=C2)C(=O)N)F 2-({2-[(4-chloro-2-fluorophenyl)methoxy]-3-(trifluoromethyl)-5,6,7,8-tetrahydro-1,7-naphthyridin-7-yl}methyl)-1-{[(2S)-oxetan-2-yl]methyl}-1H-1,3-benzodiazole-5-carboxamide